2-chloro-4-phenoxypyrrolo[2,1-f][1,2,4]triazine-6-carbaldehyde ClC1=NN2C(C(=N1)OC1=CC=CC=C1)=CC(=C2)C=O